COC1=CC=2NC3=CC(=C4C5=C3C2C2=C1C=CC=C2C5=CC=C4)OC 3,10-dimethoxy-1H-phenanthro[1,10,9,8-cdefg]carbazole